4-(6-(4-(2-cyclobutylacetamido)thiophen-2-yl)pyrazin-2-yl)-2-methoxy-N-(5-methoxy-1-methyl-1H-pyrazol-4-yl)benzamide C1(CCC1)CC(=O)NC=1C=C(SC1)C1=CN=CC(=N1)C1=CC(=C(C(=O)NC=2C=NN(C2OC)C)C=C1)OC